O=C1NC(CC[C@H]1NC(=O)C1=NC=CC(=C1)N1CCNCC1)=O |r| rac-N-[(3R)-2,6-dioxopiperidin-3-yl]-4-(piperazin-1-yl)pyridine-2-carboxamide